NC1=C(C#N)C=C(C=C1)C(=O)C1=CC=C2C(=CC=CN12)B1OC(C(O1)(C)C)(C)C 2-amino-5-[8-(4,4,5,5-tetramethyl-1,3,2-dioxaborolan-2-yl)indolizine-3-carbonyl]benzonitrile